[O-]CC.[Ti+] titanium mono-ethoxide